5-(1-methyl-1H-benzo[d][1,2,3]triazol-6-yl)-N-(cis-4-morpholinocyclohexyl)pyrrolo[2,1-f][1,2,4]triazin-2-amine CN1N=NC2=C1C=C(C=C2)C=2C=CN1N=C(N=CC12)N[C@@H]1CC[C@@H](CC1)N1CCOCC1